C(C)(C)C1=C(C=CC=C1)C1=NC=C2N(C(N(C2=N1)CC1=CC=C(C=C1)B1OC(C(O1)(C)C)(C)C)=O)C 2-(2-isopropylphenyl)-7-methyl-9-(4-(4,4,5,5-tetramethyl-1,3,2-dioxaborolan-2-yl)benzyl)-7,9-dihydro-8H-purin-8-one